O(C1=CC=CC=C1)CC1=NNC(O1)=S 5-(phenoxymethyl)-1,3,4-oxadiazole-2(3H)-thione